3-[6-(2-isopropylsulfanyl-pyridin-3-yl)-chroman-2-yl]-propionic acid C(C)(C)SC1=NC=CC=C1C=1C=C2CCC(OC2=CC1)CCC(=O)O